(2E)-3-[1-(oxetan-2-yl)indazol-6-yl]prop-2-enoic acid O1C(CC1)N1N=CC2=CC=C(C=C12)/C=C/C(=O)O